5'-(N-ethylformamido)adenosine C(C)N(C=O)C([C@@H]1[C@H]([C@H]([C@@H](O1)N1C=NC=2C(N)=NC=NC12)O)O)O